NC(CC)(O)N di-aminopropanol